1-(4-morpholino)-2-propanol CC(CN1CCOCC1)O